(R)-3-((3S,5R,8R,9S,10S,13R,14S,17R)-3-hydroxy-10,13-dimethyl-3-((E)-styryl)hexadecahydro-1H-cyclopenta[a]phenanthren-17-yl)butanoic acid O[C@]1(CC[C@@]2([C@H]3CC[C@@]4([C@H](CC[C@H]4[C@@H]3CC[C@@H]2C1)[C@@H](CC(=O)O)C)C)C)\C=C\C1=CC=CC=C1